N1C(N=CC2=CC=CC=C12)C(=O)[O-] Quinazoline-2(1H)-carboxylate